1-[5-[(tert-butyldimethylsilyl)oxy]pyridin-2-yl]-3-hexylurea [Si](C)(C)(C(C)(C)C)OC=1C=CC(=NC1)NC(=O)NCCCCCC